COC1=C(C(=CC(=C1)N1C=NC2=C1C=CC(=C2)C=2C=NN(C2)C)OC)C(=O)N2CC(C2)C2CCOCC2 [2,6-dimethoxy-4-[5-(1-methylpyrazol-4-yl)benzimidazol-1-yl]phenyl]-(3-tetrahydropyran-4-ylazetidin-1-yl)methanone